2-(4-hydroxypiperidin-1-yl)-N-(4-(3-(piperidin-1-yl)cyclobutoxy)phenyl)acetamide OC1CCN(CC1)CC(=O)NC1=CC=C(C=C1)OC1CC(C1)N1CCCCC1